2-(sec-Butyl)-3-ethylbenzo[4,5]imidazo[1,2-a]pyrimidin-4-yl benzoate C(C1=CC=CC=C1)(=O)OC1=C(C(=NC=2N1C1=C(N2)C=CC=C1)C(C)CC)CC